OCC1(CC1)C(=O)N 1-(hydroxymethyl)cyclopropanecarboxamide